O(CC(=O)N(CC(CCCC)CC)C)CC(=O)N(C)CC(CCCC)CC 2,2'-oxybis(N-(2-ethylhexyl)-N-methylacetamide)